ClC=1C=CC2=C(CC(CC=3N2C(=NN3)[C@H]3CC[C@H](CC3)N3C(CCC3)=O)OC)C1 1-[cis-4-(8-chloro-5-methoxy-5,6-dihydro-4H-[1,2,4]triazolo[4,3-a][1]benzazepin-1-yl)cyclohexyl]pyrrolidin-2-one